N-(3-((5-(3-(difluoromethoxy)-5-fluorophenyl)-2-((1-methyl-1H-pyrazol-4-yl)amino)pyrimidin-4-yl)amino)-4-fluorophenyl)acrylamide FC(OC=1C=C(C=C(C1)F)C=1C(=NC(=NC1)NC=1C=NN(C1)C)NC=1C=C(C=CC1F)NC(C=C)=O)F